C12C(C3CC(CC(C1)C3)C2)NC(=S)NC2=CC=CC=C2 1-(Adamantan-2-yl)-3-phenylthiourea